N-methyl-L-tyrosine CN[C@@H](CC1=CC=C(C=C1)O)C(=O)O